OC[C@@H]1C=CCCO1 (3R,6S)-6-(hydroxymethyl)-3,6-dihydro-2H-pyran